N-(2-Amino-4-((3-(4-(trifluoromethyl)phenyl)propyl)amino)phenyl)heptanamid NC1=C(C=CC(=C1)NCCCC1=CC=C(C=C1)C(F)(F)F)NC(CCCCCC)=O